N-phenoxycarbonyl-3-(phenylsulfonyloxy)aniline O(C1=CC=CC=C1)C(=O)NC1=CC(=CC=C1)OS(=O)(=O)C1=CC=CC=C1